(S)-N-(4-(2H-tetrazol-5-yl)phenyl)-2-(4-(5-chloro-2-propionylphenyl)-5-methoxy-2-oxopyridin-1(2H)-yl)-3-phenylpropionamide N=1NN=NC1C1=CC=C(C=C1)NC([C@H](CC1=CC=CC=C1)N1C(C=C(C(=C1)OC)C1=C(C=CC(=C1)Cl)C(CC)=O)=O)=O